9-(4-hydroxy-3-methylphenyl)-9-(4-methoxy-3-methylphenyl)fluorene OC1=C(C=C(C=C1)C1(C2=CC=CC=C2C=2C=CC=CC12)C1=CC(=C(C=C1)OC)C)C